ClC=1C=C(C=NC1C)C1=CSC2=C1C(N(C=C2)CC(=O)N2CC(C2)(C)F)=O 3-(5-chloro-6-methylpyridin-3-yl)-5-(2-(3-fluoro-3-methylazetidin-1-yl)-2-oxoethyl)thieno[3,2-c]pyridin-4(5H)-one